2-[bis-(4-hydroxyphenyl)methyl]benzoic acid OC1=CC=C(C=C1)C(C1=C(C(=O)O)C=CC=C1)C1=CC=C(C=C1)O